(Z)-7a-Methyl-5-oxo-3a,4,5,7a-tetrahydrobenzofuran-3(2H)-ylethylacetate CC12C(C(CO1)CCCC(=O)[O-])CC(C=C2)=O